(7-methoxy-2-methyl-1H-indol-3-yl)-acetic acid COC=1C=CC=C2C(=C(NC12)C)CC(=O)O